3-((3-(5-chloro-3-(difluoromethyl)-1-isopropyl-1H-pyrazol-4-yl)allyl)sulfonyl)-5,5-dimethyl-4,5-dihydroisoxazole ClC1=C(C(=NN1C(C)C)C(F)F)C=CCS(=O)(=O)C1=NOC(C1)(C)C